FC=1C(=C2C(=NC1)N(C(=C2)I)S(=O)(=O)C2=CC=C(C=C2)C)C2CCN(CC2)C(=O)OC(C)(C)C tert-butyl 4-[5-fluoro-2-iodo-1-(4-methylbenzenesulfonyl)pyrrolo[2,3-b]pyridin-4-yl]piperidine-1-carboxylate